C1(CC1)N1CCN(CC1)C1CC(C1)NC(=O)C1=CC2=C(N(N=C2C)CC(C)(C)C)S1 N-((1r,3r)-3-(4-cyclopropylpiperazin-1-yl)cyclobutyl)-3-methyl-1-neopentyl-1H-thieno[2,3-c]pyrazole-5-carboxamide